1,3-dimethylindolin-2-one CN1C(C(C2=CC=CC=C12)C)=O